CC1=CC=C(C=C1)S(=O)(SCOCC#C[Si](C)(C)C)=O S-(((3-(trimethylsilyl)prop-2-yn-1-yl)oxy)methyl) 4-methylbenzenesulfonothioate